(3-(4,6-diphenylpyrimidin-2-yl)phenyl)boric acid C1(=CC=CC=C1)C1=NC(=NC(=C1)C1=CC=CC=C1)C=1C=C(C=CC1)OB(O)O